NC1C=CC(=CC1C=O)OC1CC1 6-AMINO-3-CYCLOPROPOXYCYCLOHEXA-2,4-DIENECARBALDEHYDE